3-(4,4-difluoroazepan-1-yl)-5-methyl-N-(3-(S-methylsulfonimidoyl)phenyl)-6-phenylpyridazine-4-carboxamide FC1(CCN(CCC1)C=1N=NC(=C(C1C(=O)NC1=CC(=CC=C1)S(=O)(=N)C)C)C1=CC=CC=C1)F